3-((1-(8-oxabicyclo[3.2.1]oct-3-yl)-5-methyl-4-nitro-1H-pyrazol-3-yl)oxy)propan-1-ol C12CC(CC(CC1)O2)N2N=C(C(=C2C)[N+](=O)[O-])OCCCO